C1(\C=C\CCCCC1)O (E)-Cyclooct-2-enol